NC1=NC=NN2C1=C(C(=N2)C2=CC=C(C=C2)NC(C(=C)C)=O)C2=CC=C(C(=O)NCC(C)C)C=C2 4-(4-amino-6-(4-methacrylamidophenyl)pyrazolo[5,1-f][1,2,4]triazin-5-yl)-N-isobutylbenzamide